4'-(METHOXYCARBONYL)BIPHENYL-4-YLBORONIC ACID COC(=O)C1=CC=C(C=C1)C1=CC=C(C=C1)B(O)O